C1(=CC=CC=C1)CN1C(=NC=C1)CC1=CC=CC=C1 N',2-Diphenylmethylimidazole